3,4-dihydroxy-5-(1,4-dioxaspiro[4.11]hexadecan-2-yl)furan-2(5H)-one OC=1C(OC(C1O)C1OC2(OC1)CCCCCCCCCCC2)=O